BrC=1C=C(C=CC1F)NC(=NO)C1=NON=C1NCCCS(NC1CCCC1)(=O)=O N-(3-bromo-4-fluorophenyl)-N'-hydroxyl-4-((3-(N-cyclopentylsulfamoyl)-propyl)amino)-1,2,5-oxadiazol-3-formamidine